2-(3-ethylsulfonyl-2-pyridyl)-3-methyl-6-(trifluoromethyl)imidazo[4,5-c]Pyridine C(C)S(=O)(=O)C=1C(=NC=CC1)C1=NC2=C(C=NC(=C2)C(F)(F)F)N1C